4-((1R,2R)-2-hydroxycyclopentylamino)-2-((1r,4R)-4-methoxycyclohexylamino)pyrimidine-5-carboxamide biphenyl-3,5,3',5'-tetracarboxylate C1(=CC(=CC(=C1)C(=O)O)C(=O)O)C1=CC(=CC(=C1)C(=O)O)C(=O)O.O[C@H]1[C@@H](CCC1)NC1=NC(=NC=C1C(=O)N)NC1CCC(CC1)OC